ClC1=CC=C(C=C1)N1C(N(C(C1=O)=CC=1C=NC=CC1)C)=[Se] 3-(4-chlorophenyl)-1-methyl-5-(pyridin-3-ylmethylene)-2-selenoxoimidazolidin-4-one